C(C1=CC=CC=C1)N1[C@@H](CCC1)C(=O)NC1=C(C=CC=C1)\C(\C1=CC=CC=C1)=N\CC(=O)[O-] (S,E)-2-(((2-(1-benzylpyrrolidine-2-carboxamido)phenyl)(phenyl)methylene)amino)acetate